OC(CCC)CC 4-hydroxyhexane